ClC1=NC=CC(=N1)C=1C=NC=C(C1)F 2-chloro-4-(5-fluoropyridin-3-yl)pyrimidine